tert-butyl N-(2,2-dimethyl-4-piperidyl)carbamate CC1(NCCC(C1)NC(OC(C)(C)C)=O)C